7-((3aR,4R,5aR,6R,8aR)-6-(benzyloxy)-2,2-dimethylhexahydrocyclopenta[2,3]furo[3,4-d][1,3]dioxol-4-yl)-7H-pyrrolo[2,3-d]pyrimidin-4-amine C(C1=CC=CC=C1)O[C@@H]1CC[C@]23OC(O[C@H]2[C@@H](O[C@@H]31)N3C=CC1=C3N=CN=C1N)(C)C